C1(=CC=CC2=CC=CC=C12)SSC1=CC=CC2=CC=CC=C12 r-dinaphthyldisulfide